N-(pyrazolo[1,5-a]pyridin-2-ylmethyl)-1-(pyrimidin-2-yl)ethan-1-amine N1=C(C=C2N1C=CC=C2)CNC(C)C2=NC=CC=N2